(7-hydroxy-7-(3-isopropylphenyl)-2-azaspiro[3.5]nonan-2-yl)methanone OC1(CCC2(CN(C2)C=O)CC1)C1=CC(=CC=C1)C(C)C